FC(OC1=CC=C(OC2=CC=C(C(=O)N3CCN(CC3)C3=CC=C(N=N3)N)C=C2)C=C1)(F)F 6-(4-{4-[4-(trifluoromethoxy)phenoxy]benzoyl}piperazin-1-yl)pyridazin-3-amine